C1=CC=CC2=C1C=1C(=CC=3NC=4C=CC=CC4C3C1)O2 benzofuro[2,3-b]carbazole